3-(Pyridin-4-yl)-1-sulfamoyl-1H-pyrrole-2-carboxylic acid, sodium salt [Na+].N1=CC=C(C=C1)C1=C(N(C=C1)S(N)(=O)=O)C(=O)[O-]